CC(C(=O)O)CC(=C)C1=CC=CC=C1 2-methyl-4-phenyl-4-pentenoic acid